(1R,2S,4R)-4-((4-(5,6-dimethoxypyridazin-3-yl)benzyl)amino)-2-(methyl-(6-(2,2,2-trifluoroethyl)thieno[2,3-d]pyrimidin-4-yl)amino)cyclopentan-1-ol COC=1C=C(N=NC1OC)C1=CC=C(CN[C@@H]2C[C@@H]([C@@H](C2)O)N(C=2C3=C(N=CN2)SC(=C3)CC(F)(F)F)C)C=C1